C(#N)C1=CC=C(C=C1)CC(=O)Cl 4-cyanobenzeneacetyl chloride